4-ETHYLPHENYLBORONIC ACID C(C)C1=CC=C(C=C1)B(O)O